O1CCN(CC1)CCOC1=C(SC=C1)C(=O)N 3-(2-morpholinoethoxy)thiophene-2-carboxamide